tert-butyl N-[1-[7-[[8-(acetamidomethyl)-6-methyl-imidazo[1,2-a]pyrazin-2-yl]carbamoyl]-2-methyl-indazol-4-yl]-4-piperidyl]-N-cyclopropyl-carbamate C(C)(=O)NCC=1C=2N(C=C(N1)C)C=C(N2)NC(=O)C2=CC=C(C1=CN(N=C21)C)N2CCC(CC2)N(C(OC(C)(C)C)=O)C2CC2